N-(5-(2-chloro-6-ethoxypyridin-4-yl)-2-fluoro-4-methylphenyl)-2-(trifluoromethyl)isonicotinamide ClC1=NC(=CC(=C1)C=1C(=CC(=C(C1)NC(C1=CC(=NC=C1)C(F)(F)F)=O)F)C)OCC